(4-(6-amino-5-((2,3-dichlorophenyl)thio)pyrazin-2-yl)piperazin-1-yl)(tetrahydrofuran-2-yl)methanone Methyl-(S)-3-amino-4-((oxetan-2-ylmethyl)amino)benzoate COC(C1=CC(=C(C=C1)NC[C@H]1OCC1)N)=O.NC1=C(N=CC(=N1)N1CCN(CC1)C(=O)C1OCCC1)SC1=C(C(=CC=C1)Cl)Cl